1-((2-amino-4-(3,5-dimethylisoxazol-4-yl)phenyl)amino)propan-2-ol NC1=C(C=CC(=C1)C=1C(=NOC1C)C)NCC(C)O